ClC=1C=C2C[C@H](N(C2=CC1S(=O)(=O)N)C(=O)[C@@H]1CC2=CC=C(C=C2C1)C1=NC=CC=C1)C (R)-5-chloro-2-methyl-1-((R)-5-(pyridin-2-yl)-2,3-dihydro-1H-indene-2-carbonyl)indoline-6-sulfonamide